BrC=1C=C2C=CN(C2=CC1Cl)C1=CC=C(C=C1)C(F)(F)F 5-bromo-6-chloro-1-(4-(trifluoromethyl)phenyl)-1H-indole